tert-butyl 3-(2-(6-chloro-5-(hydroxymethyl)-2-methyl-3-oxo-2,3-dihydropyridazin-4-yl)acetamido)-3-(trifluoromethyl)pyrrolidine-1-carboxylate ClC=1C(=C(C(N(N1)C)=O)CC(=O)NC1(CN(CC1)C(=O)OC(C)(C)C)C(F)(F)F)CO